tert-Butyl 4-[2-[4-[8-chloro-7-[2-methyl-3-(2-trimethylsilylethoxymethyl)benzimidazol-5-yl]oxy-quinoxalin-2-yl]pyrazol-1-yl]ethyl]piperidine-1-carboxylate ClC=1C(=CC=C2N=CC(=NC12)C=1C=NN(C1)CCC1CCN(CC1)C(=O)OC(C)(C)C)OC1=CC2=C(N=C(N2COCC[Si](C)(C)C)C)C=C1